3-phenylpropan-2-yn-1-one C1(=CC=CC=C1)C#CC=O